6-(8-(3-(8-fluoro-5-methyl-1-oxo-1,2-dihydroisoquinolin-3-yl)propionyl)-3,8-diazabicyclo[3.2.1]octan-3-yl)nicotinonitrile FC=1C=CC(=C2C=C(NC(C12)=O)CCC(=O)N1C2CN(CC1CC2)C2=NC=C(C#N)C=C2)C